ClC=1C=CC2=C(NC(=N2)CCl)C1 6-Chloro-2-(chloromethyl)-1H-benzo[d]imidazole